(S)-2-((((9H-fluoren-9-yl)methoxy)carbonyl)(methyl)amino)oct-7-enoic acid C1=CC=CC=2C3=CC=CC=C3C(C12)COC(=O)N([C@H](C(=O)O)CCCCC=C)C